(1R,2R)-8-chloro-1-hydroxy-1,2,3,4-tetrahydronaphthalen-2-yl carbamate C(N)(O[C@H]1[C@@H](C2=C(C=CC=C2CC1)Cl)O)=O